3-fluoro-4-(4-((2-fluoro-4-formylphenyl)thio)piperidin-1-yl)benzonitrile-4-d FC1C=C(C#N)C=CC1([2H])N1CCC(CC1)SC1=C(C=C(C=C1)C=O)F